bis(4-octyloxyphenyl)iodonium perfluoromethanedisulfonate FC(S(=O)(=O)[O-])(S(=O)(=O)[O-])F.C(CCCCCCC)OC1=CC=C(C=C1)[I+]C1=CC=C(C=C1)OCCCCCCCC.C(CCCCCCC)OC1=CC=C(C=C1)[I+]C1=CC=C(C=C1)OCCCCCCCC